3-(4-Bromo-3-chlorophenyl)propionic acid BrC1=C(C=C(C=C1)CCC(=O)O)Cl